isooctylphenol sulfate sodium salt [Na+].S(=O)(=O)([O-])OC1=C(C=CC=C1)CCCCCC(C)C